ClC1=CC=C2C(=C(CN(C2=C1)C1=CC=CC=C1)[N+](=O)[O-])O 7-chloro-4-hydroxy-3-nitro-1-phenylquinoline